tert-butyl-diphenyl[[(2R,3E)-4-(4,4,5,5-tetramethyl-1,3,2-dioxaborolan-2-yl)but-3-en-2-yl]oxy]silane C(C)(C)(C)[Si](O[C@H](C)\C=C\B1OC(C(O1)(C)C)(C)C)(C1=CC=CC=C1)C1=CC=CC=C1